6-Hydroxy-1-methyl-3-oxo-2-(2-oxo-2-(piperazin-1-yl)ethyl)-3,8,9,10-tetrahydropyrano[3,2-f]Chromen-5-carbaldehyde OC1=C(C2=C(C=3CCCOC13)C(=C(C(O2)=O)CC(N2CCNCC2)=O)C)C=O